NCCOCCC(=O)N1CCC(CC1)NC(=O)C1=C(C=C(C=C1)NC(=O)C=1N(C(=CN1)C1=C(C(=C(C=C1)OC)F)F)C)Cl N-[4-[[1-[3-(2-aminoethoxy)propanoyl]-4-piperidyl]carbamoyl]-3-chloro-phenyl]-5-(2,3-difluoro-4-methoxyphenyl)-1-methylimidazole-2-carboxamide